NC1=CC(=C(C=N1)C(CC)=O)NC1=C(C(=CC=C1)C1=NN(C=N1)C)OC 1-(6-amino-4-((2-methoxy-3-(1-methyl-1H-1,2,4-triazol-3-yl)phenyl)amino)pyridin-3-yl)propan-1-one